C(CCCC)C1CCC(CC1)C1CCC(CC1)C=1C=CC=C(C1)C=C1C(C=CC=C1N)N 5-[4-(4-n-pentylcyclohexyl)cyclohexyl]PHENYLMETHYLENE-1,3-diaminobenzene